3-chloro-2-methylsulfanyl-pyrido[3,4-b]pyrazine ClC1=C(N=C2C(=N1)C=NC=C2)SC